CO[C@@H]([C@H](CC)S(=O)(=O)N)CC=C (3S,4R)-4-METHOXYHEPT-6-ENE-3-SULFONAMIDE